CC(=O)C(C1=CC=C(C=C1)O)C(=O)C 4-(dimethyl-carbonyl-methyl)phenol